[N+](=O)([O-])C1=C(N)C(=CC(=C1)C)[N+](=O)[O-] 2,6-dinitro-p-toluidine